(3R,4S)-N-[5-chloro-7-(1-ethylcyclobutyl)imidazo[4,3-f][1,2,4]triazin-2-yl]-3-fluoropiperidin-4-amine hydrochloride Cl.ClC=1N=C(N2N=C(N=CC21)N[C@@H]2[C@@H](CNCC2)F)C2(CCC2)CC